N-butyryl-1,3-di-O-benzyl-4,6-di-O-propionyl-D-glucosamine C(CCC)(=O)N[C@H]1C(OCC2=CC=CC=C2)O[C@@H]([C@H]([C@@H]1OCC1=CC=CC=C1)OC(CC)=O)COC(CC)=O